The molecule is a 2-acyl-sn-glycero-3-phosphoethanolamine in which the acyl group is specified as (11Z,14Z)-icosadienoyl. It has a role as a mouse metabolite. It is a 2-acyl-sn-glycero-3-phosphoethanolamine and a lysophosphatidylethanolamine 20:2. It derives from an (11Z,14Z)-icosadienoic acid. CCCCC/C=C\\C/C=C\\CCCCCCCCCC(=O)O[C@H](CO)COP(=O)(O)OCCN